Methyl (S)-4-((R)-4-amino-2-octanamido-4-oxobutanamido)-2-methylbutanoate NC(C[C@H](C(=O)NCC[C@@H](C(=O)OC)C)NC(CCCCCCC)=O)=O